FC(C)(F)C1=NC(=CC(=N1)N1N=C(C=2C=NC(=CC21)NC(C)=O)N2CC(CC2)OCC)C N-(1-(2-(1,1-difluoroethyl)-6-methylpyrimidin-4-yl)-3-(3-ethoxypyrrolidin-1-yl)-1H-pyrazolo[4,3-c]pyridin-6-yl)acetamide